FC1=CC=C(C=C1)C1=C(N(C2=C(C=CC=C12)C)C(C)C)/C=C/[C@H](C[C@H](CC(=O)[O-])O)O.[Na+] |o1:22,24| sodium rel-(3R,5S,E)-7-(3-(4-fluorophenyl)-1-isopropyl-7-methyl-1H-indol-2-yl)-3,5-dihydroxyhept-6-enoate